ONC(C1=CC=C(C=C1)C(C=CC1=CC=C(C=C1)OC)=O)=O N-hydroxy-4-(3-(4-methoxyphenyl)acryloyl)benzamide